4-(2-methoxy-4-(4,4,5,5-tetramethyl-1,3,2-dioxaborolan-2-yl)phenyl)-1,2,3,6-tetrahydropyridine COC1=C(C=CC(=C1)B1OC(C(O1)(C)C)(C)C)C=1CCNCC1